(3R,7aS)-3-(methoxymethyl)-7a-((trityloxy)methyl)hexahydro-1H-pyrrolizine COC[C@H]1CC[C@@]2(CCCN12)COC(C1=CC=CC=C1)(C1=CC=CC=C1)C1=CC=CC=C1